(S)-2-bromo-N-isopropyl-5-methoxy-4-((tetrahydrofuran-3-yl)oxy)aniline BrC1=C(NC(C)C)C=C(C(=C1)O[C@@H]1COCC1)OC